tributylphenyl ether C(CCC)C1=C(C(=C(C=C1)OC1=C(C(=C(C=C1)CCCC)CCCC)CCCC)CCCC)CCCC